COC1=C(C[C@H]2N(CC[C@@H]2C)C2=NC(=CC(N2)=O)N2CCOCC2)C=CC=C1 2-((2R,3S)-2-(2-methoxybenzyl)-3-methylpyrrolidin-1-yl)-6-morpholinopyrimidin-4(3H)-one